(R)-N-(1-acetyl-4-(8-methyl-4-((1-(2-methyl-3-(trifluoromethyl)phenyl)prop-2-yn-1-yl)amino)-7-oxo-7,8-dihydropyrido[2,3-d]pyrimidin-6-yl)piperidin-4-yl)-2-chloroacetamide C(C)(=O)N1CCC(CC1)(C1=CC2=C(N=CN=C2N[C@H](C#C)C2=C(C(=CC=C2)C(F)(F)F)C)N(C1=O)C)NC(CCl)=O